5'-(3-(4,6-diphenyl-1,3,5-triazin-2-yl)phenyl)-5'h-dispiro[fluorene-9,7'-naphtho[2,3-b]carbazole-12',9''-fluorene] C1(=CC=CC=C1)C1=NC(=NC(=N1)C1=CC=CC=C1)C=1C=C(C=CC1)N1C2=CC=CC=C2C=2C=C3C(=CC12)C1(C=2C=CC=CC2C32C3=CC=CC=C3C=3C=CC=CC23)C2=CC=CC=C2C=2C=CC=CC21